2-cyclopropyl-N-(3-(imidazo[4,5-d]pyrrolo[2,3-b]pyridin-1(6H)-yl)bicyclo[1.1.1]pentan-1-yl)acetamide 2-ethylhexadecyl-3,4-dihydroxyphenylacetate C(C)C(COC(CC1=CC(=C(C=C1)O)O)=O)CCCCCCCCCCCCCC.C1(CC1)CC(=O)NC12CC(C1)(C2)N2C=NC=1C2=C2C(=NC1)NC=C2